C(C)(C)(C)N1N=CC(=C1)B1OC(C(O1)(C)C)(C)C 1-(tert-butyl)-4-(4,4,5,5-tetramethyl-1,3,2-dioxaborolan-2-yl)-1H-pyrazole